ClC1=CC2=CC=CC=C2C(=C1)B(O)O 2-CHLORONAPHTHALENE-4-BORONIC ACID